tert-Butyl ((1r,4r)-4-((2-(6'-carbamoyl-6-chloro-2'-fluoro-5-methoxy-3'-(2-methoxyethoxy)-[1,1'-biphenyl]-3-yl)-2-phenylethyl)amino)cyclohexyl)carbamate C(N)(=O)C1=CC=C(C(=C1C1=CC(=CC(=C1Cl)OC)C(CNC1CCC(CC1)NC(OC(C)(C)C)=O)C1=CC=CC=C1)F)OCCOC